O[C@@]1([C@@H](CNCCC1)NC(OCC1=CC=CC=C1C1(NC(N=C1C1=CC(=C(C=C1)OC)OC)(C1(N=C(C(=N1)C1=CC=CC=C1)C1=CC=CC=C1)C1=C(C=CC=C1)Cl)C1=C(C=CC=C1)Cl)C1=C(C=CC=C1)Cl)=O)C 2,2',4-tris(2-chlorophenyl)-5-(3,4-dimethoxy phenyl)-4',5'-diphenylbiimidazolebenzyl ((3R,4S)-4-hydroxy-4-methylazepan-3-yl)carbamate